FC(C(O)CCC[C@@H](C)[C@H]1CC[C@H]2[C@@H]3CC=C4C[C@H](CC[C@]4(C)[C@H]3CC[C@]12C)O)(F)F 24-(2,2,2-trifluoro-1-hydroxyethyl)cholane-6(5)-en-3β-ol